p-Tolylacetic acid CC1=CC=C(C=C1)CC(=O)O